2-chloro-4-[[5-fluoro-6-[1-methyl-4-(trifluoromethyl)imidazol-2-yl]-3-pyridyl]methoxy]-5-methyl-pyrrolo[3,2-d]pyrimidine ClC=1N=C(C2=C(N1)C=CN2C)OCC=2C=NC(=C(C2)F)C=2N(C=C(N2)C(F)(F)F)C